N-(tert-butyloxycarbonyl)-1,2-diaminoethane C(C)(C)(C)OC(=O)NCCN